[Ru](Cl)Cl.C(C)(C)C1=CC=C(C)C=C1 (p-isopropyltoluene) ruthenium (II) dichloride